N-(1-(4-(4-isopropyl-5-(8-methyl-[1,2,4]triazolo[1,5-a]pyridin-6-yl)-1H-pyrazol-3-yl)phenyl)ethyl)-3-methyloxetan-3-amine C(C)(C)C=1C(=NNC1C=1C=C(C=2N(C1)N=CN2)C)C2=CC=C(C=C2)C(C)NC2(COC2)C